1-(1(R)-(6,7-difluoro-1-oxo-1,2-dihydroisoquinolin-4-yl)ethyl)-1-methyl-3-((S)-1-phenylethyl)urea FC=1C=C2C(=CNC(C2=CC1F)=O)[C@@H](C)N(C(=O)N[C@@H](C)C1=CC=CC=C1)C